COC(C1=C(C=CC(=C1)N1CCN(CC1)C1=C(C(=CC=C1)C)C)N)=O.C(C1=CC=CC=C1)N1N=NC(=C1)CNC(C1=CC(=CC(=C1)C(F)(F)F)Br)=O N-((1-benzyl-1H-1,2,3-triazol-4-yl)methyl)-3-bromo-5-(trifluoromethyl)benzamide methyl-2-amino-5-(4-(2,3-dimethylphenyl)piperazin-1-yl)benzoate